ClC1=C(C2=C(NC(=N2)[C@@H](C2=C(C=CC=C2)O)OC2CCN(CC2)C)C=C1)C |r| racemic-2-[(5-chloro-4-methyl-1H-benzimidazol-2-yl)(1-methylpiperidin-4-yloxy)methyl]phenol